BrC=1C=CC2=C(C(=C(O2)CO)COC2=C(C=CC(=C2)OC)CC(=O)OCC)C1 ethyl 2-(2-((5-bromo-2-(hydroxymethyl)benzofuran-3-yl)methoxy)-4-methoxyphenyl)acetate